N1=C(C=C2COCCN21)C=2CC(=NCC2)C (S)-4-(6,7-dihydro-4H-pyrazolo[5,1-c][1,4]oxazin-2-yl)-2-methyl-3,6-dihydropyridine